NC1=CC(=C2OC(CCCCCC(C3=NN=C(C1=N2)O3)(O)C(F)(F)F)C)C(F)(F)F 17-Amino-12-methyl-6,15-bis(trifluoromethyl)-13,19-dioxa-3,4,18-triazatricyclo[12.3.1.12,5]nonadeca-1(18),2,4,14,16-pentaen-6-ol